CN1CC(C1)C(=O)NCCCNC1=NC(=NC=C1C(F)(F)F)NC=1N=C(SC1C)N1CCN(CC1)C 1-methyl-N-(3-((2-((5-methyl-2-(4-methylpiperazin-1-yl)thiazol-4-yl)amino)-5-(trifluoromethyl)pyrimidin-4-yl)amino)propyl)azetidine-3-carboxamide